2-((3-methylpyridin-4-yl)amino)-9-trifluoromethyl-7H-pyrimido[5',4':3,4]cyclopenta[1,2-c]quinolin-7-one CC=1C=NC=CC1NC=1C=C2C3=C(C=NC2=CC1)C(C1=C3C=NC(=N1)C(F)(F)F)=O